FC1=C(C=C(C=C1)[C@@H](NC(=O)N1CC(NCC1)=O)[C@@H]1C[C@H](C1)C(F)(F)F)C(F)(F)F N-((S)-(4-fluoro-3-(trifluoromethyl)phenyl)(trans-3-(trifluoromethyl)cyclobutyl)-methyl)-3-oxopiperazine-1-carboxamide